Nα-allyloxycarbonyl-Nδ-trityl-L-glutamine C(C=C)OC(=O)N[C@@H](CCC(NC(C1=CC=CC=C1)(C1=CC=CC=C1)C1=CC=CC=C1)=O)C(=O)O